bicyclo[2.2.1]hept-5-ene-2-carboxamide C12C(CC(C=C1)C2)C(=O)N